ClC=1C(=NC=C(C1)C(F)(F)F)CCNC(CC1N(C(CC1)=O)CC1=C(C(=CC=C1)F)F)=O N-[2-[3-chloro-5-(trifluoromethyl)pyridin-2-yl]ethyl]-2-[1-[(2,3-difluorophenyl)methyl]-5-oxopyrrolidin-2-yl]acetamid